2-(4-(3-chlorophenyl)-1H-pyrazol-1-yl)-6-(1-methyl-1H-pyrazol-3-yl)-4-morpholinofuro[3,2-d]pyrimidine ClC=1C=C(C=CC1)C=1C=NN(C1)C=1N=C(C2=C(N1)C=C(O2)C2=NN(C=C2)C)N2CCOCC2